ClC=1C(=NC(=NC1)NC1=C(C=C(C=C1)N1CCC(CC1)N1CCNCC1)OC)NC=1C=CC=C2CCN(C12)S(=O)(=O)C 5-chloro-N2-(2-methoxy-4-(4-(piperazin-1-yl)piperidin-1-yl)phenyl)-N4-(1-(methylsulfonyl)indolin-7-yl)pyrimidine-2,4-diamine